3H-pyrimido[4,5-b]indol-4(9h)-one N1=CNC(C2=C1NC1=CC=CC=C21)=O